[Cl-].C(CCCCCCCCC)[N+]1=CN(C2=C1C=CC=C2)CCCCCCCCCC 1,3-Didecylbenzimidazolium chloride